(3-(6-(piperidin-3-yl)pyridin-2-yl)pyrazolo[1,5-a]pyridin-5-yl)-2-(pyridin-4-yloxy)acetamide N1CC(CCC1)C1=CC=CC(=N1)C=1C=NN2C1C=C(C=C2)C(C(=O)N)OC2=CC=NC=C2